3-(oxazol-2-ylmethyl)-1,6,9,12-tetraazabicyclo[11.3.1]heptadecane O1C(=NC=C1)CC1CN2CCCC(NCCNCCNCC1)C2